OC=1C=C2CC[C@H]([C@H](C2=CC1)C1=CC=C(OCCCCN2CCN(CC2)C(COC2=CC=C3C(=NN(C3=C2)C)C2C(NC(CC2)=O)=O)=O)C=C1)C1=CC=CC=C1 3-(6-(2-(4-(4-(4-((1S,2R)-6-hydroxy-2-phenyl-1,2,3,4-tetrahydronaphthalen-1-yl)phenoxy)butyl)piperazin-1-yl)-2-oxoethoxy)-1-methyl-1H-indazol-3-yl)piperidine-2,6-dione